sodium diisooctyl sulfosuccinate S(=O)(=O)(O)C(C(=O)OCCCCCC(C)C)CC(=O)OCCCCCC(C)C.[Na]